ClC=1C=CC=C2C(=CN=NC12)NC1=NC(=NC=C1)Cl 8-chloro-N-(2-chloropyrimidin-4-yl)cinnolin-4-amine